C(C)(C)(C)N1CC=C(C=C1)NC(CC1=C(C=CC(=C1)Cl)OCC1=CC=C(C=C1)OC)=O N-tert.-Butyl-4-[[2-[5-chloro-2-[(4-methoxyphenyl)methoxy]phenyl]acetyl]amino]pyridin